C1(CC1)C(CP(OCC)(=O)C)C1=CC(=CC=C1)OCC1=CC(=C(C=C1)C1=CC(=NC=C1F)OC)CN(C(C)C)C(C)C ethyl (2-cyclopropyl-2-(3-((3-((diisopropylamino)methyl)-4-(5-fluoro-2-methoxypyridin-4-yl)benzyl)oxy)phenyl)ethyl)(methyl)phosphinate